butyl 6-cyclopropyl-2-azaspiro[3.4]octane-2-carboxylate C1(CC1)C1CC2(CN(C2)C(=O)OCCCC)CC1